BrC=1C=C(C=C(C1O)C(F)(F)F)C(=O)C=1N=C2N(C=C(C=N2)F)C1CC (3-bromo-4-hydroxy-5-(trifluoromethyl)phenyl)(3-ethyl-6-fluoro-imidazo[1,2-a]pyrimidin-2-yl)methanone